2-[(E)-2-(5-chloro-2-thienyl)vinyl]-4,4,5,5-tetramethyl-1,3,2-dioxaborolane ClC1=CC=C(S1)/C=C/B1OC(C(O1)(C)C)(C)C